(E)-N-(3-fluoro-5-methylbenzyl)-3-(2-(pyridin-2-yl)vinyl)-1H-indazol-5-amine FC=1C=C(CNC=2C=C3C(=NNC3=CC2)\C=C\C2=NC=CC=C2)C=C(C1)C